FC1=C(C(=O)NC2=CC(=CC=C2)C=2N=C(NC2C2=CC(=NC=C2)NC2=CC=CC=C2)SC)C=C(C=C1)O 2-fluoro-5-hydroxy-N-(3-(2-(methylthio)-5-(2-(phenylamino)pyridin-4-yl)-1H-imidazol-4-yl)phenyl)benzamide